(azidomethyl)-3-(3-bromophenyl)oxetane N(=[N+]=[N-])CC1OCC1C1=CC(=CC=C1)Br